1,2,3,4-tetrahydroquinazoline-2,4-dione N1C(NC(C2=CC=CC=C12)=O)=O